1-({(5s,7s)-3-[4-bromo-3-(1,1-dimethylethyl)-5-isoxazolyl]-7-methyl-2-oxo-1-oxa-3-azaspiro[4.5]decan-7-yl}methyl)-1H-benzimidazole-6-carbonitrile BrC=1C(=NOC1N1C(O[C@]2(C1)C[C@@](CCC2)(C)CN2C=NC1=C2C=C(C=C1)C#N)=O)C(C)(C)C